{2-Amino-4-[(4-isopropylphenylamino)-methyl]-phenyl}-carbamic acid ethyl ester C(C)OC(NC1=C(C=C(C=C1)CNC1=CC=C(C=C1)C(C)C)N)=O